benzyl 4-[(2-{[tert-butyl(dimethyl)silyl]oxy}ethyl) (methyl)amino]butanoate [Si](C)(C)(C(C)(C)C)OCCN(CCCC(=O)OCC1=CC=CC=C1)C